C(C)N1N=C(C=C1)C=1C=C(C=C(C1)C=1C=NN(C1)C)[C@@H](C)NC(C1=C(C=CC(=C1)N1CC(C1)N1CCOCC1)C)=O (R)-N-(1-(3-(1-ethyl-1H-pyrazol-3-yl)-5-(1-methyl-1H-pyrazol-4-yl)phenyl)ethyl)-2-methyl-5-(3-morpholinoazetidin-1-yl)benzamide